((3aR,4R,5aR,9aS,9bR)-2,2-Dimethyl-8-oxooctahydro-4H-[1,3]dioxolo[4',5':4,5]pyrano[3,2-b]pyridin-4-yl)methyl acetate C(C)(=O)OC[C@@H]1[C@H]2[C@@H]([C@H]3NC(CC[C@H]3O1)=O)OC(O2)(C)C